5-(2-amino-4-(1-cyclopropyl-3-hydroxy-2-(pyridin-3-yl)propan-2-yl)quinazolin-6-yl)-4-methoxy-1-methylpyridine-2(1H)-one NC1=NC2=CC=C(C=C2C(=N1)C(CC1CC1)(CO)C=1C=NC=CC1)C=1C(=CC(N(C1)C)=O)OC